Methyl 6-(5-hydroxypentoxy)pyridine-2-carboxylate OCCCCCOC1=CC=CC(=N1)C(=O)OC